CCCCCCCCCCCCCCCCCC(=O)N[C@@H](CO[C@H]1[C@@H]([C@H]([C@@H]([C@H](O1)CO)O[C@H]2[C@@H]([C@H]([C@H]([C@H](O2)CO)O[C@@H]3[C@@H]([C@H]([C@H]([C@H](O3)CO)O)O)O)O)O)O)O)[C@@H](/C=C/CCCCCCCCCCCCC)O The molecule is a glycotriaosylceramide having alpha-D-galactosyl-(1->4)-beta-D-galactosyl-(1->4)-beta-D-glucosyl as the glycotriaosyl component attached to the Cer(d18:1/18:0). It has a role as a mouse metabolite. It derives from an octadecanoic acid.